tetramethylchroman-2-carboxylic acid CC1C2=CC=CC=C2OC(C1(C)C)(C)C(=O)O